2-[4-(Imidazol-1-yl)piperidin-1-yl]-3-(5-fluoropyridin-3-yl)-benzene-1-carbonitrile N1(C=NC=C1)C1CCN(CC1)C1=C(C=CC=C1C=1C=NC=C(C1)F)C#N